N-(sec-butyl)cyclohexane-1,3-diamine C(C)(CC)NC1CC(CCC1)N